NC=1C=CC(=C(C1)C1N(C=CC(=C1I)OC)C)OC1=C(C=C(C=C1)F)F (5-amino-2-(2,4-difluorophenoxy)phenyl)-3-iodo-4-methoxy-1-methylpyridin